2-(aminomethyl)thiazole-4-carboximidamide NCC=1SC=C(N1)C(N)=N